3-Chloro-4-((3-(5-(3,5-difluorophenyl)-4,5-dihydro-1H-pyrazole-1-carbonyl)bicyclo[1.1.1]pentan-1-yl)methoxy)benzonitrile ClC=1C=C(C#N)C=CC1OCC12CC(C1)(C2)C(=O)N2N=CCC2C2=CC(=CC(=C2)F)F